[Pt].C(=C)[Si](O[Si](C)(C)C=C)(C)C.[Pt] platinum (0) 1,3-divinyl-1,1,3,3-tetramethyldisiloxane platinum